ClC1=NC=C2NC(=NC2=N1)[C@@H](NC(OC(C)(C)C)=O)C1CCC(CC1)C tert-Butyl N-[(S)-(2-chloro-7H-purin-8-yl)(4-methylcyclohexyl)methyl]carbamate